(R)-methyl ((2-(6-(5-methyl-4-phenyl-4H-1,2,4-triazol-3-yl)pyridin-2-yl)-6-(tert-butyl 2-methylpyrrolidin-1-yl)-1-oxo-2,3-dihydro-1H-pyrrolo[3,4-c]pyridin-4-yl)methyl)carbamate CC=1N(C(=NN1)C1=CC=CC(=N1)N1CC=2C(=NC(=CC2C1=O)N1[C@@](CCC1)(C)C(C)(C)C)CNC(OC)=O)C1=CC=CC=C1